1-(5-((3',5'-dichloro-5-((methylamino)methyl)-[1,1'-biphenyl]-3-yl)oxy)pyridin-2-yl)piperidin-4-amine ClC=1C=C(C=C(C1)Cl)C1=CC(=CC(=C1)CNC)OC=1C=CC(=NC1)N1CCC(CC1)N